ClC1=C(C=C2C(C(NC2=C1)=O)=C(C1=CC(=NO1)OC)O)C1=CC=C(C=C1)N1CCC(CC1)O 6-chloro-3-[hydroxy-(3-methoxyisoxazol-5-yl)methylene]-5-[4-(4-hydroxy-1-piperidyl)phenyl]indolin-2-one